COC1=CC=C(C=C1)C1=CN=C2N1C=CN=C2NC2=CC(=C(C=C2)N2C(CCC2)=O)C 1-(4-((3-(4-methoxyphenyl)imidazo[1,2-a]pyrazin-8-yl)amino)-2-methylphenyl)pyrrolidin-2-one